(E)-3-(2,2-dimethyl-3-oxo-1,2,3,4-tetrahydropyrido[2,3-b]pyrazin-7-yl)acrylic acid CC1(NC2=C(NC1=O)N=CC(=C2)/C=C/C(=O)O)C